OC(CN(C1=CC=C(C=C1)NC1=CC=CC=C1)CC(C)O)C N,N-bis-(2-hydroxypropyl)-N'-phenyl-1,4-phenylenediamine